ClC1=NC(=CC(=C1)C(=O)NCCCCN(C)C)Cl 2,6-dichloro-N-[4-(dimethylamino)butyl]pyridine-4-carboxamide